1-(5-((4-(7-fluoroquinolin-4-yl)piperidin-1-yl)methyl)-1-oxoisoindolin-2-yl)dihydropyrimidine-2,4(1H,3H)-dione FC1=CC=C2C(=CC=NC2=C1)C1CCN(CC1)CC=1C=C2CN(C(C2=CC1)=O)N1C(NC(CC1)=O)=O